C[C@H]1N(CCN(C1)C)C=1C=C2C(=NC=NN2C1)C1=CC(=C(CNC(OC(C)(C)C)=O)C=C1)C tert-butyl (R)-(4-(6-(2,4-dimethylpiperazin-1-yl)pyrrolo[2,1-f][1,2,4]triazin-4-yl)-2-methylbenzyl)carbamate